9-octadecenoic acid, 9-octadecenyl ester C(CCCCCCCC=CCCCCCCCC)(=O)OCCCCCCCCC=CCCCCCCCC